di(3-propanesulfonic acid)-3,3'-bipyridine salt N1=CC(=CC=C1)C=1C=NC=CC1.CCCS(=O)(=O)O.CCCS(=O)(=O)O